COC1=C(C=CC=C1)CS(=O)(=O)NC1=CC=C(C=C1)NC(=O)NCC1=CC=NC=C1 1-(2-methoxyphenyl)-N-(4-(3-(pyridin-4-ylmethyl)ureido)phenyl)methanesulfonamide